OP(O)(=O)OP(=O)(O)OP(=O)(O)O.CC1=NC(=C2NC=NC2=N1)N methyladenine triphosphate